C(C)(C)(C)OC(=O)N1CC(CC(CC1)=C)C(=O)O 1-(tert-butoxycarbonyl)-5-methylideneazepane-3-carboxylic acid